((2R,3R,4R,5S,6R)-4,5-dihydroxy-6-(hydroxymethyl)-2-propyltetrahydro-2H-pyran-3-yl)neopentanamide O[C@@H]1[C@H]([C@H](O[C@@H]([C@H]1O)CO)CCC)CC(C(=O)N)(C)C